diallyl-ethyl-(2-hydroxyethyl)ammonium bromide [Br-].C(C=C)[N+](CCO)(CC)CC=C